C(C)(C)(C)OC(=O)N1CCN(CC1)C1=NC=C(C=N1)C(=C)F 4-(5-(1-fluorovinyl)pyrimidin-2-yl)piperazine-1-carboxylic acid tert-butyl ester